2-(3-fluoro-5-(3-methyl-1-(4-methyl-4H-1,2,4-triazol-3-yl)cyclobutyl)phenyl)-4-(trifluoromethyl)-6-vinylisoindol-1-one FC=1C=C(C=C(C1)C1(CC(C1)C)C1=NN=CN1C)N1C(C2=CC(=CC(=C2C1)C(F)(F)F)C=C)=O